FC1=C(COC=2C=C3N(C(N2)=O)CC2N3CCC2)C=CC(=C1)F 3-((2,4-difluorobenzyl)oxy)-7,8,8a,9-tetrahydropyrrolo[1',2':3,4]imidazo[1,2-c]pyrimidin-1(6H)-one